6-(benzyloxy)-1H-indazole C(C1=CC=CC=C1)OC1=CC=C2C=NNC2=C1